p-methyl-phenyl-arsine oxide CC1=CC=C(C=C1)[AsH2]=O